N-(5,6-difluoro-1H-indol-3-yl)-4,4,4-trifluorobutane-1-sulfonamide FC=1C=C2C(=CNC2=CC1F)NS(=O)(=O)CCCC(F)(F)F